4-((3-(1-(2,2-difluoroethyl)-3-(trifluoromethyl)-1H-pyrazol-4-yl)imidazo[1,2-a]pyrazin-8-yl)amino)-2-ethyl-N-(2-(2-morpholinoethoxy)ethyl)benzamide formate C(=O)O.FC(CN1N=C(C(=C1)C1=CN=C2N1C=CN=C2NC2=CC(=C(C(=O)NCCOCCN1CCOCC1)C=C2)CC)C(F)(F)F)F